N-(4-(8-amino-3,5-dimethylimidazo[1,5-a]pyrazin-1-yl)-3-methylphenyl)-2-(3-fluoro-5-(trifluoromethyl)phenyl)-2-hydroxyacetamide NC=1C=2N(C(=CN1)C)C(=NC2C2=C(C=C(C=C2)NC(C(O)C2=CC(=CC(=C2)C(F)(F)F)F)=O)C)C